CC(C)OC(CCCC=CC)=O hept-5-enoic acid prop-2-yl ester